C(C1=CC=CC=C1)OC(=O)N[C@H]1[C@H]2CC[C@@H](C1)N2C(=O)OC(C)(C)C tert-butyl (1R,2R,4S)-2-(((benzyloxy) carbonyl) amino)-7-azabicyclo[2.2.1]heptane-7-carboxylate